C(CCCCCCCCCCCCCCCC)O[C@H]1[C@@H](C[C@@H](O1)CO)OCCOC (2R,3R,4R,5R)-5-(heptadecyloxy)-2-(hydroxymethyl)-4-(2-methoxyethoxy)tetrahydrofuran